2-bromo-1,4-naphthoquinone BrC=1C(C2=CC=CC=C2C(C1)=O)=O